[Pd].CC1=C(C(=CC(=C1)C)C)N1C(N(C=C1)C1=C(C=C(C=C1C)C)C)=C1C(C2=CC=CC=C2C(C1)=O)=O 1,3-bis(2,4,6-trimethylphenyl)imidazol-2-ylidene(1,4-naphthoquinone) palladium